CC1(CC1)NC(=O)O[C@H]1C[C@H](OC1)C1=CN=C(S1)NC(OC(C)(C)C)=O |r| racemic-tert-butyl (5-((2S,4S)-4-(((1-methylcyclopropyl)carbamoyl)oxy)tetrahydrofuran-2-yl)thiazol-2-yl)carbamate